4-Amino-8-iodo-N-propylcinnoline-3-carboxamide NC1=C(N=NC2=C(C=CC=C12)I)C(=O)NCCC